C1(=CC=CC2=CC=CC=C12)[C@@H](C)N(C(OC(C)(C)C)=O)C[C@@H]1OC2=CC=CC=C2C(C1)=O tert-butyl ((R)-1-(naphthalen-1-yl)ethyl)(((R)-4-oxochroman-2-yl)methyl)carbamate